C(C)(C)(C)OC(=O)N1CC2=C(N=CN=C2)CC1 7,8-dihydropyrido[4,3-d]Pyrimidine-6(5H)-carboxylic acid tert-butyl ester